NCCNC1=NC=2N(C=C1)N=CC2C(=O)NC=2C(=NN(C2)C=2C=NC=CC2)C(N)=O 5-[(2-aminoethyl)amino]-N-(3-carbamoyl-1-pyridin-3-yl-1H-pyrazol-4-yl)pyrazolo[1,5-a]pyrimidine-3-carboxamide